8-((tert-butyl-dimethylsilyl)oxy)-3,7-dimethylocta-2,6-dien-1-ol [Si](C)(C)(C(C)(C)C)OCC(=CCCC(=CCO)C)C